C1(=CC=CC=C1)C1CC(C2=CC(=CC=C12)COC1=CC2=C(C=N1)[C@H]1[C@@H](C2)[C@@H]1C(=O)OCC)C1=C(C=CC=C1)C(F)(F)F (5aR,6S,6aS)-ethyl 3-((1-phenyl-3-(2-(trifluoromethyl)phenyl)-2,3-dihydro-1H-inden-5-yl)methoxy)-5,5a,6,6a-tetrahydrocyclopropa[4,5]cyclopenta[1,2-c]pyridine-6-carboxylate